2,2,4,6,6,8,8-heptaphenyl-cyclotetrasiloxane C1(=CC=CC=C1)[Si]1(O[Si](O[Si](O[SiH](O1)C1=CC=CC=C1)(C1=CC=CC=C1)C1=CC=CC=C1)(C1=CC=CC=C1)C1=CC=CC=C1)C1=CC=CC=C1